4-(6-(isopropyl(methyl)amino)-1-oxo-2,3-dihydro-1H-pyrrolo[3,4-c]pyridin-4-yl)piperazine C(C)(C)N(C1=CC2=C(C(=N1)N1CCNCC1)CNC2=O)C